spiro[cyclopropane-1,8'-pyrano[4,3-b]pyridine]-2-carboxylic acid N1=C2C(=CC=C1)COCC21C(C1)C(=O)O